2,3-dimethylbenzyl ether CC1=C(COCC2=C(C(=CC=C2)C)C)C=CC=C1C